(R)-3-(6-(2-Benzyl-4-(methylsulfonyl)piperazin-1-yl)-1-methyl-1H-pyrazolo[3,4-d]pyrimidin-3-yl)-2,4,6-trifluorophenol C(C1=CC=CC=C1)[C@H]1N(CCN(C1)S(=O)(=O)C)C1=NC=C2C(=N1)N(N=C2C=2C(=C(C(=CC2F)F)O)F)C